P(=O)(O)(O)O.C(CCCCCCCCCCC)C(=C)OOOC=C dodecyloxybis(oxyethylene) phosphate